2-amino-4-(3-aminophenyl)butyl dihydrogen phosphate P(=O)(OCC(CCC1=CC(=CC=C1)N)N)(O)O